FC(S(=O)(=O)OC1=C(C=C(C=C1)Cl)C1=CC(=CC=C1)C#N)(F)F [4-Chloro-2-(3-cyanophenyl)phenyl] trifluoromethanesulfonate